COCC(=O)N(C1=C2CCNC(C2=CC=C1)C(=O)N1CCCC1)C 2-methoxy-N-methyl-N-(1-(pyrrolidine-1-carbonyl)-1,2,3,4-tetrahydroisoquinolin-5-yl)acetamide